C(C)(=O)N1CC(C1)N1CCC(CC1)C1=NN(C2=NC=C(N=C21)C=2SC1=C(N2)C=C(C(=C1C1=CC=C(C=C1)Cl)[C@@H](C(=O)O)OC(C)(C)C)C)C (S)-2-(2-(3-(1-(1-acetylazetidin-3-yl)piperidin-4-yl)-1-methyl-1H-pyrazolo[3,4-b]pyrazin-5-yl)-7-(4-chlorophenyl)-5-methylbenzo[d]thiazol-6-yl)-2-(tert-butoxy)acetic acid